2-(4-fluoro-2-methylphenoxy)-N-(4-Fluoro-3-(N-hydroxycarbamoyl)phenyl)-5-(trifluoromethyl)nicotinamide FC1=CC(=C(OC2=C(C(=O)NC3=CC(=C(C=C3)F)C(NO)=O)C=C(C=N2)C(F)(F)F)C=C1)C